C1(CCCCC1)NC1=NC(=NC(=N1)S)S (cyclohexylamino)-1,3,5-triazine-2,4-dithiol